[Cl-].CO[SiH](OC)OC trimethoxysilane chloride